tert-Butyl 8-(6-Nitropyridin-3-yl)-3,8-diazabicyclo[3.2.1]octane-3-carboxylate [N+](=O)([O-])C1=CC=C(C=N1)N1C2CN(CC1CC2)C(=O)OC(C)(C)C